((4-chlorophenyl)amino)-4-((2-methoxy-3-(1-methyl-1H-1,2,4-triazol-3-yl)phenyl)amino)pyrimidine-5-carboxylic acid methyl ester COC(=O)C=1C(=NC(=NC1)NC1=CC=C(C=C1)Cl)NC1=C(C(=CC=C1)C1=NN(C=N1)C)OC